ClC=1C(=NC(=NC1)NC=1C(=CC(=C(C1)NCCS(=O)(=O)F)N1CCC(CC1)N1CCN(CC1)C)OC)NC1=C(C=CC=C1)P(=O)(C)C 2-((5-((5-chloro-4-((2-(dimethylphosphoryl)phenyl)amino)pyrimidin-2-yl)amino)-4-methoxy-2-(4-(4-methylpiperazin-1-yl)piperidin-1-yl)phenyl)amino)ethane-1-sulfonylfluoride